C1N(CC12CCOCC2)C2=C(C(=O)NC1=CC(=CC=C1)S(N)(=O)=O)C=C(C=N2)C(F)(F)F 2-(7-oxa-2-azaspiro[3.5]nonan-2-yl)-N-(3-sulfamoyl-phenyl)-5-(trifluoro-methyl)nicotinamide